C1(=CC=CC=C1)COC(=O)N1CCC2(CC3(CC(C3)=CC#N)C2)CC1 2-(cyanomethylene)-9-azadispiro[3.1.56.14]Dodecan-9-carboxylic acid phenylmethyl ester